N1=CC(=CC=C1)CCCCC=1N=CC(=NC1)\C=N/O (Z)-5-(4-(pyridin-3-yl)butyl)pyrazine-2-carbaldehyde oxime